2-fluoro-8-methyl-8-(1-(trifluoromethyl)-1H-pyrazol-4-yl)-7,8-dihydro-6H-cyclopenta[e]pyrazolo[1,5-a]pyrimidine-6-carboxylic acid methyl ester COC(=O)C1CC(C2=C1C=NC=1N2N=C(C1)F)(C=1C=NN(C1)C(F)(F)F)C